4,4',4''-Methantriyltrianilin C(C1=CC=C(N)C=C1)(C1=CC=C(N)C=C1)C1=CC=C(N)C=C1